p-nitrophenyltriazene C1=CC(=CC=C1N=NN)[N+](=O)[O-]